N-phenyl-1-(thiazol-2-yl)-3-(trifluoromethyl)-1H-pyrazole-4-carboxamide C1(=CC=CC=C1)NC(=O)C=1C(=NN(C1)C=1SC=CN1)C(F)(F)F